5-methyl-4-decanol CC(C(CCC)O)CCCCC